trans-(1R,2R)-N,N'-Dimethyl-1,2-cyclohexanediamine CN[C@H]1[C@@H](CCCC1)NC